O[C@H]1[C@H](C=CC2=CC=CC=C12)O cis-1,2-dihydro-1,2-dihydroxynaphthalene